6-(Methylsulfonyl)-1-methyl-4-[4-(5-methyl-1,3-benzoxazol-2-yl)piperidin-1-yl]-2-oxo-1,2-dihydro-quinoline-3-carbonitrile CS(=O)(=O)C=1C=C2C(=C(C(N(C2=CC1)C)=O)C#N)N1CCC(CC1)C=1OC2=C(N1)C=C(C=C2)C